6-ethyl-5-(8-methoxy-[1,2,4]triazolo[1,5-a]pyridin-6-yl)-1-((1S,4S)-4-(oxetan-3-ylamino)cyclohexyl)-1,3-dihydro-2H-benzo[d]imidazol-2-one C(C)C=1C(=CC2=C(N(C(N2)=O)C2CCC(CC2)NC2COC2)C1)C=1C=C(C=2N(C1)N=CN2)OC